5-ethynyl-6-fluoro-4-(8-fluoro-4-((S)-6-fluoro-1,4-oxazepan-4-yl)-2-(((2R,7aS)-2-fluorotetrahydro-1H-pyrrolizin-7a(5H)-yl)methoxy)pyrido[4,3-d]pyrimidin-7-yl)naphthalen-2-ol C(#C)C1=C2C(=CC(=CC2=CC=C1F)O)C1=C(C=2N=C(N=C(C2C=N1)N1CCOC[C@H](C1)F)OC[C@]12CCCN2C[C@@H](C1)F)F